C(CCC\C=C/CC)OC(CCC(=O)OCCCCCCCN(CCCCCCCOC(CCC(OCCCC\C=C/CC)OCCCC\C=C/CC)=O)CCNC(C1=CC=NC=C1)=O)OCCCC\C=C/CC ((2-(isonicotinamido)ethyl)azanediyl)bis(heptane-7,1-diyl) bis(4,4-bis(((Z)-oct-5-en-1-yl)oxy)butanoate)